C(C)(=O)OC1C(=CCC(C1)C(=C)C)C (5-isopropenyl-2-methyl-cyclohex-2-en-1-yl) acetate